(R)-1-methyl-3-((2-methylpyrrolidin-1-yl)sulfonyl)-1H-imidazol-3-ium triflate [O-]S(=O)(=O)C(F)(F)F.CN1C=[N+](C=C1)S(=O)(=O)N1[C@@H](CCC1)C